3-[(1R)-1-amino-8-azaspiro[4.5]dec-8-yl]-6-(2,3-dichlorophenyl)-5-methyl-2-pyridinemethanol N[C@@H]1CCCC12CCN(CC2)C=2C(=NC(=C(C2)C)C2=C(C(=CC=C2)Cl)Cl)CO